OC12CCC(C=3C4=C(C(NC13)=O)SC(=C4)C=4C=NNC4)CC2 6-hydroxy-2-(1H-pyrazol-4-yl)-6,7,8,9-tetrahydro-6,9-ethanothieno[2,3-c]quinolin-4(5H)-one